[(2R,3S,4R,5R)-5-[4-(3,3a,4,5,6,6a-hexa-hydro-1H-cyclopenta-[c]pyrrol-2-yl)-2-chloro-pyrrolo[2,3-d]-pyrimidin-7-yl]-3,4-dihydroxy-tetrahydro-furan-2-yl]methoxy-methylphosphonic acid C1N(CC2C1CCC2)C=2C1=C(N=C(N2)Cl)N(C=C1)[C@H]1[C@@H]([C@@H]([C@H](O1)COCP(O)(O)=O)O)O